sodium palmitic acid salt C(CCCCCCCCCCCCCCC)(=O)[O-].[Na+]